6-methyl-7-(4-phenoxypiperidine-1-yl)-[1,2,4]triazolo[4,3-a]pyrimidin-3(2H)-one CC=1C(=NC=2N(C1)C(NN2)=O)N2CCC(CC2)OC2=CC=CC=C2